COC(=O)C=1SC(=CC1N)C=1C=NN(C1C)CC1=CC=C(C=C1)OC 3-amino-5-[1-(4-methoxybenzyl)-5-methyl-1H-pyrazol-4-yl]thiophene-2-carboxylic acid methyl ester